2-bromo-3-fluoro-5-((3-methyl-3-((methylsulfonyl)methyl)azetidin-1-yl)methyl)pyridine BrC1=NC=C(C=C1F)CN1CC(C1)(CS(=O)(=O)C)C